[5-(5-methoxypyridin-2-yl)-1,3-oxazol-2-yl]-4-(propan-2-yloxy)pyridine methyl-4-bromo-5-fluoro-2-hydroxy-benzoate COC(C1=C(C=C(C(=C1)F)Br)O)=O.COC=1C=CC(=NC1)C1=CN=C(O1)C1=NC=CC(=C1)OC(C)C